tert-Butyl (1R,3S,5R)-3-{[6-bromo-4-(methoxycarbonyl)pyridin-2-yl]carbamoyl}-5-methyl-2-azabicyclo[3.1.0]hexane-2-carboxylate BrC1=CC(=CC(=N1)NC(=O)[C@H]1N([C@@H]2C[C@@]2(C1)C)C(=O)OC(C)(C)C)C(=O)OC